(S)-N-((1R,2R)-1-(2,3-dihydrobenzo[b][1,4]dioxin-6-yl)-1-hydroxy-3-(pyrrolidin-1-yl)propan-2-yl)-1-(2-methyl-1,2,3,4-tetrahydroisoquinolin-7-yl)pyrrolidine-3-carboxamide O1C2=C(OCC1)C=C(C=C2)[C@H]([C@@H](CN2CCCC2)NC(=O)[C@@H]2CN(CC2)C2=CC=C1CCN(CC1=C2)C)O